(5S)-5-[(3-Methylazetidin-1-yl)carbonyl]-2-(4-methylbenzyl)-5,6,7,8-tetrahydro[1,2,4]triazolo[4,3-a]pyridin-3(2H)-one CC1CN(C1)C(=O)[C@@H]1CCCC=2N1C(N(N2)CC2=CC=C(C=C2)C)=O